methyl 7-([1,1'-biphenyl]-2-yloxy)-2-((tert-butoxycarbonyl) amino)-1,2,3,4-tetrahydronaphthalene-2-carboxylate C1(=C(C=CC=C1)OC1=CC=C2CCC(CC2=C1)(C(=O)OC)NC(=O)OC(C)(C)C)C1=CC=CC=C1